FC=1C=C(C=CC1C(C)O)C1(CC1)C#N 1-(3-fluoro-4-(1-hydroxyethyl)phenyl)cyclopropane-1-carbonitrile